N1(CCCCC1)NC(=O)C1=NN(C(=C1C)C1=CC=C(C=C1)C#CCCCC#N)C1=C(C=C(C=C1)Cl)Cl 5-[4-(5-Cyano-pent-1-ynyl)-phenyl]-1-(2,4-dichloro-phenyl)-4-methyl-1H-pyrazole-3-carboxylic acid piperidin-1-ylamide